C1(CC1)CNC1=NC=CC(=C1)C=1OC=C(N1)C(=O)NC=1C(=NN(C1)C1CCC(CC1)N1C(CNCC1)=O)C(F)F 2-(2-((cyclopropylmethyl)amino)pyridin-4-yl)-N-(3-(difluoromethyl)-1-((1r,4r)-4-(2-oxopiperazin-1-yl)cyclohexyl)-1H-pyrazol-4-yl)oxazole-4-carboxamide